BrC=1C(=NN(C1C)C1OCCCC1)C(C=C)=O 1-(4-bromo-5-methyl-1-(tetrahydro-2H-pyran-2-yl)-1H-pyrazol-3-yl)prop-2-en-1-one